CC1(CCN(CC1)C=1C=CC=2N(C1)N=CC2B2OC(C(O2)(C)C)(C)C)NC(OC(C)(C)C)=O tert-butyl (4-methyl-1-(3-(4,4,5,5-tetramethyl-1,3,2-dioxaborolan-2-yl)pyrazolo[1,5-a]pyridin-6-yl)piperidin-4-yl)carbamate